5,5'-(6-(3-(Triphenylsilyl)phenyl)-1,3,5-triazine-2,4-diyl)bis(5H-benzo[d]benzo[4,5]imidazo[1,2-a]imidazole) C1(=CC=CC=C1)[Si](C=1C=C(C=CC1)C1=NC(=NC(=N1)N1C=2N(C3=C1C=CC=C3)C3=C(N2)C=CC=C3)N3C=2N(C1=C3C=CC=C1)C1=C(N2)C=CC=C1)(C1=CC=CC=C1)C1=CC=CC=C1